C(C=CC=CCCCCCCCCCCCCCCC)(=O)OCC(OC(C=CC=CC=CCCCCCCCCCCCCC)=O)COP(=O)([O-])OCC[N+](C)(C)C 1-(11Z,14Z-eicosadienoyl)-2-(8Z,11Z,14Z-eicosatrienoyl)-glycero-3-phosphocholine